COCCN1CCN(CC1)CC1=CC=C(C=C1)NC(=O)NCC1=CC=C(C=C1)OC N-(4-{[4-(2-methoxyethyl)piperazinyl]methyl}phenyl){[(4-methoxyphenyl)methyl]amino}carboxamide